(1-(pyridin-2-yl)-1H-1,2,4-triazol-3-yl)methanone N1=C(C=CC=C1)N1N=C(N=C1)C=O